4-cyclopropyl-6-(3-((1s,3R)-3-methyl-1-(4-methyl-4H-1,2,4-triazol-3-yl)cyclobutyl)phenyl)-2-(((S)-3-methylpiperidin-1-yl)methyl)-1-tosyl-1,6-dihydro-7H-pyrrolo[2,3-c]pyridin-7-one C1(CC1)C=1C2=C(C(N(C1)C1=CC(=CC=C1)C1(CC(C1)C)C1=NN=CN1C)=O)N(C(=C2)CN2C[C@H](CCC2)C)S(=O)(=O)C2=CC=C(C)C=C2